(racemic)-4-(3-chloro-4-(9-(3-chloro-2-fluoro-6-methoxybenzyl)-6-(1-methylcyclopropoxy)-9H-purin-8-yl)phenoxy)-2-methylbutanoic acid ClC=1C=C(OCC[C@H](C(=O)O)C)C=CC1C=1N(C2=NC=NC(=C2N1)OC1(CC1)C)CC1=C(C(=CC=C1OC)Cl)F |r|